amidinoamine C(N)(=N)N